5-methoxy-6-methylpyridin COC=1C=CC=NC1C